7-(3,6-dihydro-2H-pyran-4-yl)-5-methoxy-3-methylbenzo[d]oxazol-2(3H)-one O1CCC(=CC1)C1=CC(=CC=2N(C(OC21)=O)C)OC